C1(=CC=CC=C1)C1=C(OC2=CC=C3C=CC=C4C5=C(C=CC6=CC=CC(C2=C34)=C56)OC5=C(C=CC=C5C5=CC=CC=C5)C5=CC=CC=C5)C(=CC=C1)C1=CC=CC=C1 1,7-di(2,6-diphenylphenoxy)perylene